N-(5-bromo-6-methylpyridin-2-yl)-1H-indol-5-amine BrC=1C=CC(=NC1C)NC=1C=C2C=CNC2=CC1